BrC1=CC(=CC=2N=C3N([C@@H](CC[C@H]3O)C)C21)C(=O)NC2=CC=C(C=C2)OC(F)(F)Cl (1R,4R)-9-bromo-N-(4-(chlorodifluoromethoxy)phenyl)-4-hydroxy-1-methyl-1,2,3,4-tetrahydrobenzo[4,5]imidazo[1,2-a]pyridine-7-carboxamide